N1C=[NH+]C=C1.[Pd+2] palladium, imidazolium salt